methyl 8-bromo-4-cyano-9-(4-((1-(3-fluoropropyl)azetidin-3-yl)methyl)phenyl)-6,7-dihydro-5H-benzo[7]annulene-3-carboxylate BrC=1CCCC2=C(C1C1=CC=C(C=C1)CC1CN(C1)CCCF)C=CC(=C2C#N)C(=O)OC